C(C)C1=C(C=CC(=C1)N1CCN(CC1)C)NC1=NC=C(C(=N1)NCCCN1C(N(CCC1)C)=O)C#N 2-((2-ethyl-4-(4-methylpiperazin-1-yl)phenyl)amino)-4-((3-(3-methyl-2-oxotetrahydropyrimidin-1(2H)-yl)propyl)amino)pyrimidine-5-carbonitrile